O(S(=O)(=O)C(F)(F)F)C1=C(C=C(C=C1)OC)[N+](=O)[O-] 4-methoxy-2-nitrophenyl triflate